methyl (5-((3-((difluoromethyl)sulfonyl)pyridin-2-yl)amino)-6-((methyl-d3)carbamoyl)pyridazin-3-yl)carbamate FC(S(=O)(=O)C=1C(=NC=CC1)NC=1C=C(N=NC1C(NC([2H])([2H])[2H])=O)NC(OC)=O)F